1-(2,5-dimethylphenyl)-3-(4-(4-hydroxyphenyl)butan-2-yl)-1-methylurea CC1=C(C=C(C=C1)C)N(C(=O)NC(C)CCC1=CC=C(C=C1)O)C